C(C)(C)(C)OC(=O)N1C[C@H](OCC1)CN1CCC(CC1)NC=1C=2N(C=C(C1)C(C)F)C(=CN2)C(C)C (2R)-2-[[4-[[6-(1-fluoroethyl)-3-isopropyl-imidazo[1,2-a]pyridin-8-yl]amino]-1-piperidinyl]methyl]morpholine-4-carboxylic acid tert-butyl ester